2-(4-chlorophenyl)-8-nitro-3,4-dihydro-2H-benzo[b][1,4,5]oxathiazepine 1,1-dioxide ClC1=CC=C(C=C1)N1S(C2=C(OCC1)C=CC(=C2)[N+](=O)[O-])(=O)=O